N-[[4,5-dichloro-2-(prop-2-en-1-yloxy)phenyl](piperidin-4-yl)methyl]-2-methylpropane-2-sulfinamide ClC1=CC(=C(C=C1Cl)C(NS(=O)C(C)(C)C)C1CCNCC1)OCC=C